[C@H]12N(C[C@H](NC1)C2)C=2C=NC(=C(C(=O)N[C@H](C)C1=CC(=CC(=C1)C=1C=NN(C1)C)C1=NN(C=C1)CC)C2)C 5-((1R,4R)-2,5-diazabicyclo[2.2.1]heptan-2-yl)-N-((R)-1-(3-(1-ethyl-1H-pyrazol-3-yl)-5-(1-methyl-1H-pyrazol-4-yl)phenyl)ethyl)-2-methylnicotinamide